FC1=C2C3(CN(C2=CC=C1)C(=O)C1=CC=C(C=C1)CO)CCCC3 [4-({4'-fluoro-1',2'-dihydrospiro[cyclopentane-1,3'-indol]-1'-yl}carbonyl)phenyl]methanol